COC(=O)C(C(C)C)C1=CC(=NO1)N1CC(C1)OC1N(CCCC1)C(=O)[O-] [1-[5-(1-methoxycarbonyl-2-methyl-propyl)isoxazol-3-yl]azetidin-3-yl]oxypiperidine-1-carboxylate